3,3'-dimethyl-9,9'-spirobi[9H-fluorene]-2,2'-diamine CC=1C(=CC=2C3(C4=CC=CC=C4C2C1)C1=CC=CC=C1C=1C=C(C(=CC13)N)C)N